ClC1=CC=C(C=C1)C=1N=CN(C1C1=CC(=NC=C1)C(F)(F)F)CC(=O)N1CCC2(CNC2)CC1 2-[4-(4-chlorophenyl)-5-[2-(trifluoromethyl)pyridin-4-yl]-1H-imidazol-1-yl]-1-{2,7-diazaspiro[3.5]non-7-yl}ethan-1-one